[W].[Cr] chromium tungsten